ClC1=C(C=CC(=C1)C1=NNC2=NC=C(C=C21)C=2C=CC1=C(CCC(CC1)(N1[C@@H](CCC1)C)C)C2)C(C)(C)O 2-[2-Chloro-4-(5-{7-methyl-7-[(2R)-2-methylpyrrolidin-1-yl]-6,7,8,9-tetrahydro-5H-benzo[7]annulen-2-yl}-1H-pyrazolo[3,4-b]pyridin-3-yl)phenyl]propan-2-ol